CN1C(C(=C(C2=CC=CC=C12)N1[C@H](C[C@H](CC1)C=1OC2=C(N1)C=C(C=C2)C)C)C#N)=O 1-Methyl-4-[(2s,4s)-2-methyl-4-(5-methyl-1,3-benzoxazol-2-yl)piperidin-1-yl]-2-oxo-1,2-dihydro-quinoline-3-carbonitrile